C(#N)C(=CC=1C=C(OCCC(=O)N[C@@H](CC2=CC=CC=C2)B(O)O)C=CC1)C(=O)NCC (R)-(1-(3-(3-(2-cyano-3-(ethylamino)-3-oxoprop-1-en-1-yl)phenoxy)propanamido)-2-phenylethyl)boronic acid